Dicyclohexylmethane C1(CCCCC1)CC1CCCCC1